C(C)(=O)N1CCN(CC1)CC1=CC=C(C=C1)[C@H](C)NC=1N=CC2=C(N1)N(C(C=C2)=O)CCC 2-{[(1S)-1-{4-[(4-Acetylpiperazin-1-yl)methyl]phenyl}ethyl]amino}-8-propylpyrido[2,3-d]pyrimidin-7(8H)-on